(S)-(4-(1H-benzo[d]imidazol-2-yl)-6,7-dihydro-1H-imidazo[4,5-c]pyridin-5(4H)-yl)(4-(trifluoromethyl)oxazol-5-yl)methanone N1C(=NC2=C1C=CC=C2)[C@H]2N(CCC1=C2N=CN1)C(=O)C1=C(N=CO1)C(F)(F)F